(R)-5-(4-((7-ethyl-6-oxo-5,6-dihydro-1,5-naphthyridin-3-yl)methyl)piperazin-1-yl)-6-(methyl-d3)-N-(tetrahydrofuran-3-yl)picolinamide C(C)C=1C(NC=2C=C(C=NC2C1)CN1CCN(CC1)C=1C=CC(=NC1C([2H])([2H])[2H])C(=O)N[C@H]1COCC1)=O